tert-Butyl (6S,11S,14S)-6-((allyloxy)carbonyl)-11,14-bis(4-diazo-3-oxobutyl)-2-methyl-4,9,12-trioxo-2,5,10,13-tetraazapentadecan-15-oate C(C=C)OC(=O)[C@@H](NC(CN(C)C)=O)CCC(N[C@H](C(N[C@H](C(=O)OC(C)(C)C)CCC(C=[N+]=[N-])=O)=O)CCC(C=[N+]=[N-])=O)=O